P(=O)(O)(O)O.[C@@H]1([C@H](O)[C@H](O)[C@@H](CO)O1)N1C=NC=2C(N)=NC=NC12.[C@@H]1([C@H](O)[C@H](O)[C@@H](CO)O1)N1C=NC=2C(N)=NC=NC12 di-adenosine monophosphate